(S)-N-((2,2-dimethyl-1,3-dioxolan-4-yl)methyl)-2-((2-fluoro-4-iodophenyl)-amino)-1-methyl-1H-pyrrolo[2,3-b]pyridine-3-carboxamide CC1(OC[C@@H](O1)CNC(=O)C1=C(N(C2=NC=CC=C21)C)NC2=C(C=C(C=C2)I)F)C